ClC1=CC=CC=2N1N=C(C2)[C@H]2N(CCC1=C2N=CN1)C(=O)C=1OC(=NN1)C1CC1 (S)-(4-(7-chloropyrazolo[1,5-a]pyridin-2-yl)-6,7-dihydro-1H-imidazo[4,5-c]pyridin-5(4H)-yl)(5-cyclopropyl-1,3,4-oxadiazol-2-yl)methanone